C(C)OC(C(=O)OCCC#C)=O oxalic acid mono-3-butynyl monoethyl ester